ClC=1C=CC(=C(C1)[C@H](CC1=NC(=NC(=N1)N[C@@H](CO)CC(C)C)CS(=O)(=O)N)C)F (4-((S)-2-(5-chloro-2-fluorophenyl)propyl)-6-(((R)-1-hydroxy-4-methylpent-2-yl)amino)-1,3,5-triazin-2-yl)methanesulfonamide